2-ethyl-6-methyl-9-acryloyloxy-10-acetoxy-1,4-dihydro-1,4-methanoanthracene C(C)C=1C2C3=C(C4=CC=C(C=C4C(=C3C(C1)C2)OC(C)=O)C)OC(C=C)=O